1-ethyl-4-[4-(p-dimethylaminophenyl)-1,3-butadienyl]pyridine C(C)N1CC=C(C=C1)C=CC=CC1=CC=C(C=C1)N(C)C